NC=1C(=C2C(=NC1)N(C=C2)S(=O)(=O)C2=CC=C(C)C=C2)NN2CCC(CC2)O ((5-amino-1-p-toluenesulfonyl-1H-pyrrolo[2,3-b]pyridin-4-yl)amino)piperidin-4-ol